N-methyl-N-(1-((R)-1-tritylazetidine-2-carbonyl)azetidine-3-carbonyl)-L-valine methyl ester COC([C@@H](N(C(=O)C1CN(C1)C(=O)[C@@H]1N(CC1)C(C1=CC=CC=C1)(C1=CC=CC=C1)C1=CC=CC=C1)C)C(C)C)=O